2-[4-[3-[(2,6-dioxo-3-piperidyl)-methyl-amino]phenyl]-1-piperidyl]acetic acid O=C1NC(CCC1N(C=1C=C(C=CC1)C1CCN(CC1)CC(=O)O)C)=O